4'H-spiro[cyclohexane-1,1'-naphthalene]-3-one C12(C=CCC3=CC=CC=C13)CC(CCC2)=O